[Si].[In].[Cu] copper-indium-silicon